1-(3-((1-(cyclopropylmethyl)-6-((5-methylthiazol-2-yl)amino)-1H-pyrrolo[3,2-c]pyridin-4-yl)oxy)piperidin-1-yl)prop-2-en-1-one C1(CC1)CN1C=CC=2C(=NC(=CC21)NC=2SC(=CN2)C)OC2CN(CCC2)C(C=C)=O